(difluoromethoxy)-4-(2-(3-(difluoromethoxy)phenethyl)phenoxy)-N,N-dimethylbutan-1-amine FC(OC(CCCOC1=C(C=CC=C1)CCC1=CC(=CC=C1)OC(F)F)N(C)C)F